C1=CC=CC=2C3=CC=CC=C3C(C12)COC(=O)N(C(C(=O)O)(C)C)C 2-[9H-fluoren-9-ylmethoxycarbonyl-(methyl)amino]-2-methylpropanoic acid